NC1=C(C(=O)N2C(CC(=CC2)C=2C(N(C(N(C2)C)=O)C)=O)CO[Si](C)(C)C(C)(C)C)C=C(C(=C1)OCC1=CC=CC=C1)OC 5-(1-(2-amino-4-(benzyloxy)-5-methoxybenzoyl)-2-(((tert-butyldimethylsilyl)oxy)methyl)-1,2,3,6-tetrahydropyridin-4-yl)-1,3-dimethyl-pyrimidine-2,4(1H,3H)-dione